NC1=NC=2C(=NC=C(C2)C#CCCO)N1CC1=CC(=C(C=C1)OCC=1C=NC(=CC1)OC)OC 4-(2-amino-3-(3-methoxy-4-((6-methoxypyridin-3-yl)methoxy)benzyl)-3H-imidazo[4,5-b]pyridin-6-yl)but-3-yn-1-ol